[O-2].[Ga+3].[Co+2] cobalt-gallium oxide